BrC=1C=C(C(=C2CCC12)NC(=O)NS(=O)(=N)C1=CN=C(S1)C(C)(C)O)[C@H](C)C1CC1 N-((5-bromo-3-((R)-1-cyclopropylethyl)bicyclo[4.2.0]octa-1,3,5-trien-2-yl)carbamoyl)-2-(2-hydroxypropan-2-yl)thiazole-5-sulfonimidamide